tert-Butyl 6-[5-methyl-3-(1-methyl-1H-indazol-5-yl)-1H-pyrazol-1-yl]-2-azaspiro[3.3]heptane-2-carboxylate CC1=CC(=NN1C1CC2(CN(C2)C(=O)OC(C)(C)C)C1)C=1C=C2C=NN(C2=CC1)C